ClC1=CC=NC2=CC=C(C=C12)C1=CC=C(C=C1)C1CCN(CC1)C 4-chloro-6-(4-(1-methylpiperidin-4-yl)phenyl)quinoline